COC(C1=CC=C(C=C1C)Br)=O 4-bromo-6-methylbenzoic acid methyl ester